NC1=NC(=C2N=CN(C2=N1)[C@H]1C=C[C@H](C1)COP(=O)(OCCSC(C(C)(C)C)=O)N[C@@H](C)C(=O)OC)OC Methyl ((((1S,4R)-4-(2-amino-6-methoxy-9H-purin-9-yl)cyclopent-2-en-1-yl)methoxy)(2-(pivaloylthio)ethoxy)phosphoryl)-L-alaninate